1-(4-(4-(((6-methylpyridazin-3-yl)methyl)amino)-6-(5-methylpyridin-2-yl)pyrido[2,3-d]pyrimidin-2-yl)piperazin-1-yl)ethan-1-one CC1=CC=C(N=N1)CNC=1C2=C(N=C(N1)N1CCN(CC1)C(C)=O)N=CC(=C2)C2=NC=C(C=C2)C